ClC=1C=CC=NC1N1CC(CC1)(F)F 5-chloro-6-(3,3-difluoropyrrolidin-1-yl)pyridin